1-amino-5-(benzyloxy)-4-carbonyl-1,4-dihydropyridazine-3,6-dicarboxylic acid diethyl ester C(C)OC(=O)C1=NN(C(=C(C1=C=O)OCC1=CC=CC=C1)C(=O)OCC)N